N-methyl-N-((7-((2-methyl-[1,1'-biphenyl]-3-yl)methoxy)-2,3-dihydro-1H-inden-4-yl)methyl)glycine CN(CC(=O)O)CC1=C2CCCC2=C(C=C1)OCC=1C(=C(C=CC1)C1=CC=CC=C1)C